3-chloro-2-(2,4-difluoro-6-(3-fluoro-1H-pyrazol-4-yl)phenyl)-N-(1-methyl-2-oxabicyclo[2.1.1]hexan-4-yl)imidazo[1,2-a]pyridine-7-carboxamide ClC1=C(N=C2N1C=CC(=C2)C(=O)NC21COC(C2)(C1)C)C1=C(C=C(C=C1C=1C(=NNC1)F)F)F